CC1=CC=CC(=N1)C1=NNC=C1C1=CC=NC2=CC=CC=C12 4-[3-(6-Methyl-2-pyridinyl)-1H-pyrazol-4-yl]quinoline